(1S,4S,5R)-2-{4-[(propane-1-sulfonyl) carbamoyl]phenyl}-2-azabicyclo[2.2.1]heptan-5-yl 5-cyclopropyl-3-(2,6-dichlorophenyl)-1,2-oxazole-4-carboxylate C1(CC1)C1=C(C(=NO1)C1=C(C=CC=C1Cl)Cl)C(=O)O[C@H]1[C@@H]2CN([C@H](C1)C2)C2=CC=C(C=C2)C(NS(=O)(=O)CCC)=O